(4-(4-amino-3-iodo-1H-pyrazolo[3,4-d]pyrimidin-1-yl)butyl)carbamate NC1=C2C(=NC=N1)N(N=C2I)CCCCNC([O-])=O